C(CCC)OC1=C(C=CC=C1)C1=NNC(=C1O)C 3-(2-Butoxyphenyl)-5-methyl-pyrazol-4-ol